Methyl (S)-2-((2R,3R)-3-methoxy-2-methyl-3-((S)-pyrrolidin-2-yl)propanamido)-3-(thiophen-2-yl)propanoate CO[C@H]([C@H](C(=O)N[C@H](C(=O)OC)CC=1SC=CC1)C)[C@H]1NCCC1